3-({[(1R)-6-[cyclopentyl-(methyl)amino]-1,2,3,4-tetrahydronaphthalen-1-yl]methyl}amino)pyridine-4-carboxylic acid methyl ester COC(=O)C1=C(C=NC=C1)NC[C@@H]1CCCC2=CC(=CC=C12)N(C)C1CCCC1